ClC1=C(C=CC=C1)C1=NC=2N(C(N(C(C2N1C1=CC=C(C=C1)Cl)=O)CC(C(=O)O)(C)C)=O)CC1CCNCC1 8-(2-chlorophenyl)-7-(4-chlorophenyl)-2,6-dioxo-3-(piperidin-4-ylmethyl)purin-1-yl-2,2-dimethylpropionic acid